N1=C(C=NC=C1)[C@@H]1CCC2OC3(C(N21)=O)CC(C3)OCC3=CC2=NC=CC=C2S3 (5'S)-5'-(pyrazin-2-yl)-3-[(thieno[3,2-b]pyridin-2-yl)methoxy]tetrahydro-3'H-spiro[cyclobutane-1,2'-pyrrolo[2,1-b][1,3]oxazol]-3'-one